1-isopropyl-1H-imidazole-2-carboxamide C(C)(C)N1C(=NC=C1)C(=O)N